C(C)OC(CC(=O)C1(CC1)F)=O 3-(1-fluorocyclopropyl)-3-oxopropanoic acid ethyl ester